NC1=CC=C(C=C1)N1CCN(CC1)C1CCC2(C1)CCN(CC2)C2=CC(=NC=C2)C(=O)NC2C(NC(CC2)=O)=O 4-[3-[4-(4-aminophenyl)piperazin-1-yl]-8-azaspiro[4.5]decan-8-yl]-N-(2,6-dioxo-3-piperidyl)pyridine-2-carboxamide